2-[(3,3-Dimethyl-1-oxo-1,3-dihydro-2-benzofuran-5-yl)amino]-4-{[(1S)-2-hydroxy-1-phenylethyl]amino}pyrimidin CC1(OC(C2=C1C=C(C=C2)NC2=NC=CC(=N2)N[C@H](CO)C2=CC=CC=C2)=O)C